6-chloro-3-isopropyl-N-(2-(trifluoromethoxy)phenyl)imidazo[1,2-b]pyridazin-8-amine ClC=1C=C(C=2N(N1)C(=CN2)C(C)C)NC2=C(C=CC=C2)OC(F)(F)F